BrC=1C=C(C=CC1C=C[N+]#[C-])O 3-bromo-4-(2-isocyanovinyl)phenol